N[C@H](C)C1=CC=C2C(=N1)N(C(=C2)C2=NC1=C(N2C2CC2)C(=CC(=C1)C(=O)OC)F)C(CCC=C)([2H])[2H] methyl (R)-2-(6-(1-aminoethyl)-1-(pent-4-en-1-yl-1,1-d2)-1H-pyrrolo[2,3-b]pyridin-2-yl)-1-cyclopropyl-7-fluoro-1H-benzo[d]imidazole-5-carboxylate